N-(4-((3-chloro-4-fluorophenyl)amino)-7-(3-(4-(3-((2-(2,6-dioxopiperidin-3-yl)-1-oxoisoindolin-4-yl)amino)propyl)piperazin-1-yl)propoxy)quinazolin-6-yl)acrylamide ClC=1C=C(C=CC1F)NC1=NC=NC2=CC(=C(C=C12)NC(C=C)=O)OCCCN1CCN(CC1)CCCNC1=C2CN(C(C2=CC=C1)=O)C1C(NC(CC1)=O)=O